C=CCCCCCC 1-Octen